BrC=1C2=C(C(=NC1)Cl)C=CO2 7-bromo-4-chlorofuro[3,2-c]pyridine